[N+](=O)([O-])C=1C=C2C(=NC1N1CCCCC1)N=C(O2)N2CCCCC2 6-nitro-2,5-di(piperidin-1-yl)oxazolo[4,5-b]pyridine